BrC1=CC=2C(=NC=C3C=CC(N(C23)C=2C=CC(=C(C2)NC(C=C)=O)C)=O)C=C1 N-(5-(9-Bromo-2-oxobenzo[h][1,6]naphthyridin-1(2H)-yl)-2-methylphenyl)acrylamide